Methylbenzenesulfonic acid but-3-yn-2-yl ester CC(C#C)OS(=O)(=O)C1=C(C=CC=C1)C